Cl.FC(COC1=NC=CC(=C1)CN)(F)F (2-(2,2,2-trifluoroethoxy)pyridin-4-yl)methanamine hydrochloride